(5-(2-fluorobenzyl)thiazol-2-yl)-1-methyl-6-oxo-1,4,5,6-tetrahydropyridazine-3-carboxamide FC1=C(CC2=CN=C(S2)C2C(=NN(C(C2)=O)C)C(=O)N)C=CC=C1